S-((2-HYDROXYPHENYL)(PHENYL)METHYL) O,O-DIISOPROPYL PHOSPHOROTHIOATE P(SC(C1=CC=CC=C1)C1=C(C=CC=C1)O)(OC(C)C)(OC(C)C)=O